C(O)OC(C(=C)C)=O.C(C=C)(=O)OC[SiH](OC)OC acryloyloxymethyl-dimethoxysilane methylolmethacrylate